FC(OC1=CC=C(C=C1)N=NC1=CC=C(C=C1)O)(F)F 4-trifluoromethoxy-4'-hydroxyazobenzene